(S)-4-(4-chloro-3-fluorobenzyl)-1-(5-chloro-3-methylpyridin-2-yl)-3-(oxetan-3-yl)piperazine-2,5-dione ClC1=C(C=C(CN2[C@H](C(N(CC2=O)C2=NC=C(C=C2C)Cl)=O)C2COC2)C=C1)F